9-(1-cyclobutyl-1H-pyrazol-4-yl)-6-isopropyl-10-methoxy-2-oxo-6,7-dihydro-2H-pyrido[2,1-a]phthalazine-3-carboxylic acid C1(CCC1)N1N=CC(=C1)C=1C=C2CN(N3C(C2=CC1OC)=CC(C(=C3)C(=O)O)=O)C(C)C